2-(((1-cyclopropyl-3-methyl-1H-pyrazol-4-yl)oxy)methyl)cyclobutan-1-one C1(CC1)N1N=C(C(=C1)OCC1C(CC1)=O)C